3-methyl-4-isopropylmethylphenol CC=1C(=C(C=CC1C(C)C)O)C